2-oxoimidazoline-1-carboxylic acid tert-butyl ester C(C)(C)(C)OC(=O)N1C(NCC1)=O